The molecule is a naphthalenesulfonic acid that is naphthalene-1,3-disulfonic acid carrying additional hydroxy and (naphthalen-1-yl)diazenylsubstituents at positions 7 and 8 respectively. The disodium salt is the biological stain 'acid red 44'. It is an azo compound, a naphthalenesulfonic acid and a member of naphthols. It is a conjugate acid of a 7-hydroxy-8-[(naphthalen-1-yl)diazenyl]naphthalene-1,3-disulfonate. C1=CC=C2C(=C1)C=CC=C2N=NC3=C(C=CC4=CC(=CC(=C43)S(=O)(=O)O)S(=O)(=O)O)O